8-{4,7-diazaspiro[2.5]oct-7-yl}-N-{8-fluoro-2-methylimidazo[1,2-a]pyridin-6-yl}quinoxaline-5-carboxamide C1CC12NCCN(C2)C2=CC=C(C=1N=CC=NC21)C(=O)NC=2C=C(C=1N(C2)C=C(N1)C)F